C(CC(C)CCC=C(C)C)(=O)OC1CCC(CC1)O 4-hydroxycyclohexyl citronellate